NC=1C(=C(C(=CC1C)C)S(=O)(=O)OCC1=CC=C2CCC3(OCCO3)CC2=C1)C (3,4-dihydro-1H-spiro[naphthalene-2,2'-[1,3]dioxolan]-7-yl)methanol amino-2,4,6-trimethylbenzene-1-sulfonate